N1[C@@H](CCC1)C(=O)OC(OC(C)(C)C)OC(C)(C)C di-tert-butoxymethyl (2S)-pyrrolidine-2-carboxylate